2-(2-fluorophenyl)pyrrolidine FC1=C(C=CC=C1)C1NCCC1